C(CCCCCCC)N1C(C=CC1=O)=O 1-octyl-1H-pyrrole-2,5-dione